Methyl 6-((N-phenylmorpholine-4-carboxamido)methyl)nicotinate C1(=CC=CC=C1)N(C(=O)N1CCOCC1)CC1=NC=C(C(=O)OC)C=C1